NC1=NC2=C(N1CC(C)(O)C)C=C(C=C2)N2CCC(CC2)N2CCN(CC2)C 1-(2-amino-6-(4-(4-methylpiperazin-1-yl)piperidin-1-yl)-1H-benzo[d]imidazol-1-yl)-2-methylpropan-2-ol